2-(3-bromophenyl)-3,3-difluorooxetane-2-carbonitrile BrC=1C=C(C=CC1)C1(OCC1(F)F)C#N